2-ethyl-N-(2-ethylhexyl)-N-((5-(4-methoxyphenyl)-2H-tetrazol-2-yl)methyl)hexan-1-amine C(C)C(CN(CN1N=C(N=N1)C1=CC=C(C=C1)OC)CC(CCCC)CC)CCCC